CC1=CC=C(C=C1)S(=O)(=O)OCCCCCCCCCCCCC=1C=C2C(N(C(C2=CC1)=O)C1C(NC(CC1)=O)=O)=O 12-[2-(2,6-dioxo-3-piperidyl)-1,3-dioxo-isoindolin-5-yl]dodecyl 4-methylbenzenesulfonate